OCC1(CCN(CC1)C(CCCCCNC(C(F)(F)F)=O)=O)CO N-(6-(4,4-bis(hydroxymethyl)piperidin-1-yl)-6-oxohexyl)-2,2,2-trifluoroacetamide